1,3-dioxan-4-ol O1COC(CC1)O